(6-cyclopropyl-2-(((5-(methoxymethyl)-2-((1S*,2S*)-2-(4-methylpyrimidin-2-yl)cyclopropyl)quinolin-7-yl)amino)methyl)imidazo[1,2-a]pyridin-8-yl)-3-methylimidazolidine-2,4-dione C1(CC1)C=1C=C(C=2N(C1)C=C(N2)CNC2=CC(=C1C=CC(=NC1=C2)[C@@H]2[C@H](C2)C2=NC=CC(=N2)C)COC)N2C(N(C(C2)=O)C)=O |o1:24,25|